C(C)OP(=O)(C1=CC=CC=C1)C(C1=C(C=C(C=C1C)C)C)=O ethyl-(2,4,6-trimethylbenzoyl)-phenylphosphinate